C[SiH](C1=CC=CC=C1)C Dimethyl-phenyl-silane